ClC1=C(C=CC=C1)N1N=C(C2=C1SC(=C2)C(=O)NC=2C=NC(=CC2)N2CCOCC2)C 1-(2-chlorophenyl)-3-methyl-N-(6-morpholinopyridin-3-yl)-1H-thieno[2,3-c]pyrazole-5-carboxamide